C1CC12CCN(CC2)C2=C(C1=CC=CC=C1C(=C2)NS(=O)(=O)CCO)C(=O)NC=2C=C1C=CC=NC1=C(C2F)N2CCC(CC2)(F)F 2-{6-azaspiro[2.5]oct-6-yl}-N-[8-(4,4-difluoropiperidin-1-yl)-7-fluoroquinolin-6-yl]-4-(2-hydroxyethanesulfonylamino)naphthalene-1-carboxamide